C(C1=CC=CC=C1)OC1=NC(=CC=C1C1=NN(C2=CC(=CC=C12)C=1C(=NN(C1C)CC(=O)O)C)C)OCC1=CC=CC=C1 2-(4-(3-(2,6-bis(benzyloxy)pyridin-3-yl)-1-methyl-1H-indazol-6-yl)-3,5-dimethyl-1H-pyrazol-1-yl)acetic acid